N1=C(C=NC=C1)CC1=C2C(=NC(=NC2=CC=C1)N)N (pyrazin-2-yl-methyl)quinazolin-2,4-diamine